C(CCCCC(=O)O)(=O)O.NC1=C(N=CC(=N1)N1CCC2([C@@H]([C@@H](OC2)C)N)CC1)SC1=C(C(=NC=C1)N)Cl (3s,4s)-8-(6-amino-5-((2-amino-3-chloropyridin-4-yl)thio)pyrazin-2-yl)-3-methyl-2-oxa-8-azaspiro[4.5]decan-4-amine adipate